methyl 4-toluate C1(=CC=C(C=C1)C(=O)OC)C